((2,6-dimethyl-pyrimidin-4-yl)amino)-N-ethoxy-4-((2-methoxy-4-(1-methyl-1H-pyrazol-5-yl)phenyl)amino)-nicotinamide CC1=NC(=CC(=N1)NC1=C(C(=O)NOCC)C(=CC=N1)NC1=C(C=C(C=C1)C1=CC=NN1C)OC)C